2-(6-(6-(2-(4-(tert-butoxycarbonyl)piperazin-1-yl)ethylcarbamoyl)pyridin-3-yl)quinolin-4-carboxamido)acetic acid C(C)(C)(C)OC(=O)N1CCN(CC1)CCNC(=O)C1=CC=C(C=N1)C=1C=C2C(=CC=NC2=CC1)C(=O)NCC(=O)O